N1N=C(N=C1)C(=O)[O-].[Na+] sodium 1,2,4-triazolate